COC=1C=C(C=C(C1)OC)N1C(CN(C(C1)=O)C(CC)=O)=O (3,5-dimethoxyphenyl)-4-propionylpiperazine-2,5-dione